(S)-N-(7-(cyclohexyloxy)-5-methyl-4-oxo-2,3,4,5-tetrahydrobenzo[b][1,4]oxazepin-3-yl)-4-(3-fluorobenzyl)-1H-pyrazole-1-carboxamide C1(CCCCC1)OC1=CC2=C(OC[C@@H](C(N2C)=O)NC(=O)N2N=CC(=C2)CC2=CC(=CC=C2)F)C=C1